FC(C(=O)O)(F)F.C(C)(C)(C)C1=NC(=NO1)C(=O)NCC1=C(C=C(C=C1)C1=NC=NN2C1=CC(=C2)N2CCN(CC2)C)C 5-(tert-butyl)-N-(2-methyl-4-(6-(4-methylpiperazin-1-yl)pyrrolo[2,1-f][1,2,4]triazin-4-yl)benzyl)-1,2,4-oxadiazole-3-carboxamide trifluoroacetate